N-(1-(2-iodo-5-phenoxyphenyl)ethyl)methyl-N-tolylglycine IC1=C(C=C(C=C1)OC1=CC=CC=C1)C(C)N(C(C(=O)O)C)C1=C(C=CC=C1)C